BrC1=CC(=NC=C1N1CCC(CC1)OC1=C(C=C(C=C1)F)F)C#N 4-bromo-5-(4-(2,4-difluorophenoxy)piperidin-1-yl)pyridinecarbonitrile